CN1C(=NC=C1)CC 1-methyl-2-ethylimidazole